S1C(=NC=C1)NC(=O)[C@H]1CC12CCN(CC2)C(=O)OC(C(F)(F)F)C(F)(F)F 1,1,1,3,3,3-hexafluoropropan-2-yl (S)-1-(thiazol-2-ylcarbamoyl)-6-azaspiro[2.5]octane-6-carboxylate